CC1=NC(=CC(=N1)N1CCN(CC1)C(C1=CC=C(CC=2C=3C4=C(C(N(C4=CC2)C2C(NC(CC2)=O)=O)=O)C=CC3)C=C1)([2H])[2H])N1C=NC(=C1)C(F)(F)F 3-(6-(4-((4-(2-methyl-6-(4-(trifluoromethyl)-1H-imidazol-1-yl)pyrimidin-4-yl)piperazin-1-yl)methyl-d2)benzyl)-2-oxobenzo[cd]indol-1(2H)-yl)piperidine-2,6-dione